O[C@H]1[C@@H]([C@H]([C@H](C1)O)C\C=C/CCCC(=O)OCCCCO[N+](=O)[O-])CC[C@H](CCC1=CC=CC=C1)O 4-(Nitrooxy)butyl (5Z)-7-{(1R,2R,3R,5S)-3,5-dihydroxy-2-[(3R)-3-hydroxy-5-phenylpentyl]cyclopentyl}hept-5-enoate